C[Si](CCOCN1C=NC(=C1)C1=C2CCNC2=CC=C1)(C)C 4-(1-((2-(trimethyl-silyl)ethoxy)methyl)-1H-imidazol-4-yl)indoline